Naphthalene-2-carboxylic acid methyl ester COC(=O)C1=CC2=CC=CC=C2C=C1